ClC=1C(=CC(=C(C1)C=1C(=C2N(N1)CCC2)C=2C=CC=1N(C2)C=CN1)F)F 6-(2-(5-Chloro-2,4-difluorophenyl)-5,6-dihydro-4H-pyrrolo[1,2-b]pyrazol-3-yl)imidazo[1,2-a]pyridine